4-(6-chloro-4-keto-2,3-dimethyl-pyrido[3,4-d]pyrimidin-8-yl)-3-fluoro-benzonitrile ClC1=CC2=C(N=C(N(C2=O)C)C)C(=N1)C1=C(C=C(C#N)C=C1)F